3,5-difluoro-N-{[(1r,4r)-4-(5-fluoro-2H-indazol-2-yl)cyclohexyl]methyl}-4-hydroxybenzamide, ammonium salt [NH4+].FC=1C=C(C(=O)NCC2CCC(CC2)N2N=C3C=CC(=CC3=C2)F)C=C(C1O)F